C(C1=CC=CC=C1)OC(=O)N(CC(CCCC(C(=O)OCC1=CC=CC=C1)(C)C1=CC(=CC=C1)Br)(C)C)C benzyl 7-(((benzyloxy)carbonyl)(methyl) amino)-2-(3-bromophenyl)-2,6,6-trimethylheptanoate